OC(NCCC(S(=O)(=O)O)C)(O)O N-trishydroxymethyl-methyl-3-aminopropanesulfonic acid